7-(1-Benzylpiperidin-3-yl)-2,6-dimethyl-3-(pyridin-4-yl)pyrazolo[1,5-a]pyrimidine C(C1=CC=CC=C1)N1CC(CCC1)C1=C(C=NC=2N1N=C(C2C2=CC=NC=C2)C)C